OC1=C(C(=CC2=C(C(=C(C(=C12)C=O)O)O)C(C)C)C)C1=C(C2=C(C(=C(C(=C2C=C1C)C(C)C)O)O)C=O)O 1,1',6,6',7,7'-hexahydroxy-5,5'-diisopropyl-3,3'-dimethyl-[2,2'-binaphthalene]-8,8'-dicarbaldehyde